ClC=1C(=NC=CC1C=1C(=C(C=CC1)C1=CC=C(C(=N1)OC)CNC1CCOCC1)C(F)(F)F)C1=CC(=C(C=C1)CNC1CCOCC1)OC N-((6-(3-(3-chloro-2-(3-methoxy-4-(((tetrahydro-2H-pyran-4-yl)amino)methyl)phenyl)pyridin-4-yl)-2-(trifluoromethyl)phenyl)-2-methoxypyridin-3-yl)methyl)tetrahydro-2H-pyran-4-amine